FC1(CC(C1)NCC1=C(C2=C(C=CC(=NO2)O)C=C1)O)F 8-(((3,3-difluorocyclobutyl)amino)methyl)-3,9-dihydroxybenzo[5,6]oxazepin